FC=1C=C(C=CC1)[C@H](CC)N (S)-1-(3-fluorophenyl)propan-1-amine